OCCN(C(=O)OCC1=CC=C(C=C1)NC(=O)[C@H](C)NC(=O)[C@H](C(C)C)NC(OC(C)(C)C)=O)C tert-butyl N-[(1S)-1-{[(1S)-1-{[4-({[(2-hydroxyethyl)(methyl)carbamoyl]oxy}methyl)phenyl]carbamoyl}ethyl]carbamoyl}-2-methylpropyl]carbamate